ClC=1C=C(C=NC1)N[C@@H](C)C(=O)N1[C@H]2CC([C@@H]([C@H]1C(=O)N[C@H](C[C@@H]1C(NCCC1)=O)C#N)CC2)(F)F (1R,3S,4R)-2-((5-chloropyridin-3-yl)-L-alanyl)-N-((R)-1-cyano-2-((R)-2-oxopiperidin-3-yl)ethyl)-5,5-difluoro-2-azabicyclo[2.2.2]octane-3-carboxamide